C(#N)N1C2CCC(C1)[C@H]2NC(=O)C2=CC=C(C=C2)C2=C(C=CC=C2)OC2=CC=C(C=C2)F N-((7R)-2-Cyano-2-azabicyclo[2.2.1]heptan-7-yl)-2'-(4-fluorophenoxy)-[1,1'-biphenyl]-4-carboxamid